ClC=1C(C2=C(NC1C)SC1=C2C=CC(=C1)C1=CC=C(C=O)C=C1)=O 4-(3-chloro-2-methyl-4-oxo-1,4-dihydrobenzo[4,5]thieno[2,3-b]pyridin-7-yl)benzaldehyde